ClC=1N=C2C(=CC(N(C2=CC1)C)=O)N1CCN(CC1)CC1=C(C=CC(=C1)F)F 6-chloro-4-{4-[(2,5-difluorophenyl)methyl]piperazin-1-yl}-1-methyl-2-oxo-1,2-dihydro-1,5-naphthyridine